dimethylthiodicarbamate COC(NSNC(OC)=O)=O